(Z)-7-((1R,2R,3R,5s)-3,5-dihydroxy-2-((R,E)-3-hydroxy-4-(3-(trifluoromethyl)phenoxy) but-1-en-1-yl)cyclopentyl)hept-5-enoate O[C@H]1[C@@H]([C@H]([C@H](C1)O)C\C=C/CCCC(=O)[O-])\C=C\[C@H](COC1=CC(=CC=C1)C(F)(F)F)O